Ethyl (S)-3-((tert-butoxycarbonyl)amino)-3-(4,4'-difluoro-2'-methyl-6'-(pent-4-en-1-yl)-5-(trifluoromethyl)-[1,1'-biphenyl]-3-yl)propanoate C(C)(C)(C)OC(=O)N[C@@H](CC(=O)OCC)C=1C=C(C=C(C1F)C(F)(F)F)C1=C(C=C(C=C1CCCC=C)F)C